2-chloro-N-[2-(diethylamino)ethyl]-4-quinolinecarboxamide CCN(CC)CCNC(=O)C1=CC(=NC2=CC=CC=C21)Cl